C(CNCCCN)C(CCN)N 1,N1'-1,2-ethanediylbis(1,3-propanediamine)